((S)-2-(((2R,3S,4R,5R)-5-(6-chloro-4-((1-methylcyclopentyl)amino)-1H-pyrazolo[3,4-d]pyrimidin-1-yl)-3,4-dihydroxytetrahydrofuran-2-yl)methoxy)-1-hydroxypropan-2-yl)phosphonic acid ClC1=NC(=C2C(=N1)N(N=C2)[C@H]2[C@@H]([C@@H]([C@H](O2)CO[C@@](CO)(C)P(O)(O)=O)O)O)NC2(CCCC2)C